CN=C=S The molecule is an isothiocyanate having a methyl group attached to the nitrogen. It is also the active nematicide of the pronematicide metam-sodium. It has a role as a fumigant, a nematicide and a lachrymator.